C(C)[C@@H]1CCC2=NN=C(N21)C2=CC=CC(=N2)N2CC=1C(=NC(=CC1C2=O)N(C(C)C)C)CNC 2-{6-[(5R)-5-ethyl-6,7-dihydro-5H-pyrrolo[2,1-c][1,2,4]triazol-3-yl]pyridin-2-yl}-4-[(methyl-amino)methyl]-6-[methyl-(propan-2-yl)amino]-2,3-dihydro-1H-pyrrolo[3,4-c]pyridin-1-one